tert-butyl 2-{3-chloro-2-[(2-cyclopropyl-6-fluoro-4-{[(2Z)-imidazolidin-2-ylidene] carbamoyl} phenyl) amino] pyridin-4-yl}-4,5-dihydro-1H-imidazole-1-carboxylate ClC=1C(=NC=CC1C=1N(CCN1)C(=O)OC(C)(C)C)NC1=C(C=C(C=C1F)C(N=C1NCCN1)=O)C1CC1